(3R)-3-{[2-(2-chlorothien-3-yl)[1,2,4]triazolo[1,5-c]quinazolin-5-yl]amino}azepin-2-one ClC=1SC=CC1C1=NN2C(=NC=3C=CC=CC3C2=N1)NC=1C(N=CC=CC1)=O